5-amino-3-[2-[4-(4-fluorophenyl)piperazin-1-yl]ethyl]-8-(2-furyl)-1-(2-methoxyethyl)[1,2,4]triazolo[5,1-f]purin-2-one NN1C=NC(=C2N3C(N=C12)N(C(N3CCOC)=O)CCN3CCN(CC3)C3=CC=C(C=C3)F)C=3OC=CC3